(Z)-3-(1-(4-amino-2-fluorobut-2-en-1-yl)-6-cyano-1H-benzo[d]imidazol-4-yl)-4-methoxy-N-methylbenzenesulfonamide Hydrochloride Cl.NC\C=C(\CN1C=NC2=C1C=C(C=C2C=2C=C(C=CC2OC)S(=O)(=O)NC)C#N)/F